2-((ethylthio)thiocarbonyl)propionic acid C(C)SC(=S)C(C(=O)O)C